[Si](C)(C)(C(C)(C)C)O[C@H]1[C@@H]([C@H]([C@H](C1)O[Si](C)(C)C(C)(C)C)C\C=C/CCCC(=O)O)\C=C\[C@H](COC1=CC(=CC=C1)C(F)(F)F)O[Si](C)(C)C(C)(C)C (Z)-7-((1R,2R,3R,5S)-3,5-bis(tert-butyldimethylsilyloxy)-2-((R,E)-3-(tert-butyldimethylsilyloxy)-4-(3-(trifluoromethyl)phenoxy)but-1-enyl)cyclopentyl)hept-5-enoic acid